ClC1=NC(=C2N=CN(C2=N1)C1OCCC1)NCC=1SC=CC1C 2-Chloro-6-(3-methylthiophen-2-ylmethylamino)-9-(tetrahydrofuran-2-yl)purin